C[C@@H]1CN(C[C@H](O1)C)C1=NC(=C2N1C1=CC(=CC=C1N=C2)C=2C=CC(=NC2)OC(CC)N(C)C)C ((5-(1-((2r,6r)-2,6-dimethylmorpholinyl)-3-methylimidazo[1,5-a]quinoxalin-8-yl)pyridin-2-yl)oxy)-N,N-dimethylpropan-1-amine